Diisocyanatoethane N(=C=O)C(C)N=C=O